NC1=C(N(N=C1)C([2H])([2H])[2H])C(CC(=O)N1[C@@H](COCC1)C)=O 1-(4-amino-2-(trideuteromethyl)pyrazol-3-yl)-3-((3R)-3-methylmorpholin-4-yl)propane-1,3-dione